sodium copper carbonate C([O-])([O-])=O.[Cu+2].[Na+]